1-(3,6-difluoro-9H-carbazol-9-yl)-3-((3-(phenylamino)propyl)amino)propan-2-ol FC=1C=CC=2N(C3=CC=C(C=C3C2C1)F)CC(CNCCCNC1=CC=CC=C1)O